10-chloro-12,12,12-trifluoro-N-(5-iodoquinolin-8-yl)dodecanamide ClC(CCCCCCCCC(=O)NC=1C=CC(=C2C=CC=NC12)I)CC(F)(F)F